C1(CCC1)N1C(=NC2=C1C=C(C=C2)C(=O)N)C2=CC(=C(C(=C2)OC)OC)OC 1-cyclobutyl-2-(3,4,5-trimethoxyphenyl)-1H-benzo[d]imidazole-6-carboxamide